2-(2,6-dioxo-piperidin-3-yl)-5-(piperidin-4-yl)-1H-isoindole-1,3(2H)-dione O=C1NC(CCC1N1C(C2=CC=C(C=C2C1=O)C1CCNCC1)=O)=O